C1=CN(C(=O)NC1=O)[C@H]2[C@@H]([C@@H]([C@H](O2)CO)O)OP(=O)(O)O uridine-2'-phosphoric acid